N1=NC=C(C=C1)NC(=O)C1=CC=NN1[C@H]1CN(CC1)C(=O)OC(C)(C)C tert-butyl (R)-3-(5-(pyridazin-4-ylcarbamoyl)-1H-pyrazol-1-yl)pyrrolidine-1-carboxylate